C1(CC1)N1C(C(=CC=C1)NC(=O)C=1C(=CC=2N(C1)C=C(N2)[C@]21CO[C@](CC2)(C1)C)OC(C)C)=O N-(1-cyclopropyl-2-oxo-3-pyridyl)-7-isopropoxy-2-[(1R,4S)-1-methyl-2-oxabicyclo[2.2.1]heptan-4-yl]imidazo[1,2-a]pyridine-6-carboxamide